3-(trihydroxygermyl)propionic acid O[Ge](CCC(=O)O)(O)O